N1C(=CC2=CC=CC=C12)[PH3+] indolyl-phosphonium